CN1C(=CC(C2=CC=C(C=C12)C(=O)OC)=O)C(F)(F)F methyl 1-methyl-4-oxo-2-(trifluoromethyl)-1,4-dihydroquinoline-7-carboxylate